C(C1=CC=CC=C1)(=O)OC[C@@]1(CN(C[C@@H](O1)N1C(NC(C=C1)=O)=O)C1CCCCC1)CO [(2R,6R)-4-cyclohexyl-6-(2,4-dioxopyrimidin-1-yl)-2-(hydroxymethyl)morpholin-2-yl]methyl benzoate